ethyl hydrogencarbonate C(O)(OCC)=O